2-[3-(trifluoromethyl)phenyl]-4H-1,3-oxazol-5-one FC(C=1C=C(C=CC1)C=1OC(CN1)=O)(F)F